3-epoxy-3,7-dimethyloct-6-enol CC(C1CO1)(CCC=C(C)C)O